7-fluoro-2-oxo-6-(trifluoromethyl)quinolin FC1=C(C=C2C=CC(NC2=C1)=O)C(F)(F)F